CS(=O)(=O)C1=CC=C(C=C1)N[C@@H](CO)C(=O)[O-].[Mg+2].CS(=O)(=O)C1=CC=C(C=C1)N[C@@H](CO)C(=O)[O-] magnesium (2S,3R)-p-methylsulfonylphenylserine salt